1H-indol-5-yl-cyclohexanone N1C=CC2=CC(=CC=C12)C1C(CCCC1)=O